(1r,4r)-4-(((tert-butoxycarbonyl)amino)methyl)cyclohexanecarboxylic acid CC(C)(C)OC(=O)NCC1CCC(CC1)C(=O)O